ClC=1C(=NC(=NC1C)N1CCC(CC1)NC)N[C@H](C)C1=C(C=C(C=C1)Cl)Cl (R)-5-chloro-N-(1-(2,4-dichlorophenyl)ethyl)-6-methyl-2-(4-(methylamino)piperidin-1-yl)pyrimidin-4-amine